Ethyl 2-(2-(1H-Indol-6-yl)Thiazol-4-yl)Acetate N1C=CC2=CC=C(C=C12)C=1SC=C(N1)CC(=O)OCC